BrC1=CC=CC(=N1)CCOCC#N 2-(2-(6-bromo-2-pyridyl)ethoxy)acetonitrile